benzyl 2-(2-(6-amino-9H-purin-9-yl)acetyl)-2-azabicyclo[3.1.0]hexane-3-carboxylate NC1=C2N=CN(C2=NC=N1)CC(=O)N1C2CC2CC1C(=O)OCC1=CC=CC=C1